BrC1=CC=C(C=C1)C1=NC(=NO1)C=1C=NC=CC1 5-(4-bromophenyl)-3-(pyridin-3-yl)-1,2,4-oxadiazole